2,8-dimethyl-6-(4,5-dimethyl-1,3,2-dioxaborolan-2-yl)imidazo[1,2-b]pyridazine CC=1N=C2N(N=C(C=C2C)B2OC(C(O2)C)C)C1